NCCNCCO 2-(Aminoethylamino)ethanol